N'-(7-(1-(1-(2,4-difluorophenyl)-1H-pyrazol-4-yl)ethyl)-5-(2-(trifluoromethyl)pyrimidin-5-yl)-7H-pyrrolo[2,3-d]pyrimidin-4-yl)-N,N-dimethylformimidamide FC1=C(C=CC(=C1)F)N1N=CC(=C1)C(C)N1C=C(C2=C1N=CN=C2N=CN(C)C)C=2C=NC(=NC2)C(F)(F)F